C(C=C)(=O)OCCOP(=O)(OCCOC(C=C)=O)OCCOC(C=C)=O tris(2-(acryloyloxy)ethyl)phosphat